O1C(CCCC1)OCCN1N=NC(=C1)C1=CC=C(C=C1)CN (4-(1-(2-((tetrahydro-2H-pyran-2-yl)oxy)ethyl)-1H-1,2,3-triazol-4-yl)phenyl)methylamine